5-({2-[(6-methoxy-2-methyl-1,2,3,4-tetrahydroisoquinolin-7-yl)amino]quinazolin-7-yl}-amino)-2-methylbenzene-1-sulfonamide COC=1C=C2CCN(CC2=CC1NC1=NC2=CC(=CC=C2C=N1)NC=1C=CC(=C(C1)S(=O)(=O)N)C)C